C(C)(C)(C)OC(=O)N[C@@H](CCO)C(=O)OC(C)(C)C tert-butyl (tert-butoxy carbonyl)-L-homoserinate